NC=1SC2=C(N1)CC[C@@]1([C@H]3CC[C@]/4([C@H]([C@@H]3CC=C12)CC\C4=N/O)C)C (5aR,5bS,7aS,10aS,10bR,E)-2-amino-5a,7a-dimethyl-4,5,5a,5b,6,7,7a,9,10,10a,10b,11-dodecahydro-8H-cyclopenta[7,8]phenanthro[2,1-d]thiazol-8-one oxime